benz[g]-indoline N1CCC2=CC=C3C(=C12)C=CC=C3